C1(CC1)N1C(C=C(C(=C1)C1=CC=CC=C1)C=1C2=C(C(N(C1)C)=O)N(C(=C2)C2=CC(=NC(=C2)C)C)S(=O)(=O)C2=CC=C(C)C=C2)=O 4-(1-cyclopropyl-2-oxo-5-phenyl-1,2-dihydropyridin-4-yl)-2-(2,6-dimethylpyridin-4-yl)-6-methyl-1-tosyl-1,6-dihydro-7H-pyrrolo[2,3-c]pyridin-7-one